The molecule is a N-acyl-4-hydroxy-15-methylhexadecasphinganine in which the acyl group has 22 carbons and 0 double bonds and is 2-hydroxylated. It derives from a 15-methylhexadecaphytosphingosine. CCCCCCCCCCCCCCCCCCCCC(C(=O)N[C@@H](CO)[C@@H]([C@@H](CCCCCCCCCCC(C)C)O)O)O